NC=1C=CC(=NC1)NC1CC(C1)O 3-((5-aminopyridin-2-yl)amino)cyclobutan-1-ol